(2S,3S)-N,N-bis(4-methoxybenzyl)-3-methylhex-5-ene-2-sulfonamide COC1=CC=C(CN(S(=O)(=O)[C@@H](C)[C@H](CC=C)C)CC2=CC=C(C=C2)OC)C=C1